3-Methylpyrazol-1-carboxamid CC1=NN(C=C1)C(=O)N